4-(benzyloxy)-3-(5-(2-((2-(trimethylsilyl)ethoxy)methyl)-2H-tetrazol-5-yl)pyridin-3-yl)phenyl octylcarbamate C(CCCCCCC)NC(OC1=CC(=C(C=C1)OCC1=CC=CC=C1)C=1C=NC=C(C1)C=1N=NN(N1)COCC[Si](C)(C)C)=O